CC1=NN2C(N=C(C(=C2)NC(=O)N2CCC=3C2=NC=CC3N3C[C@H](N([C@H](C3)C)C(=O)OC(C)(C)C)C)C)=N1 tert-butyl (2R,6S)-4-(1-((2,5-dimethyl-[1,2,4]triazolo[1,5-a]pyrimidin-6-yl)carbamoyl)-2,3-dihydro-1H-pyrrolo[2,3-b]pyridin-4-yl)-2,6-dimethylpiperazine-1-carboxylate